NC1=C(C=C(C=N1)NC(C(=O)N1C(CCC(C1)C)C1=CC(=CC(=C1)C(F)(F)F)Cl)=O)C N-(6-amino-5-methylpyridin-3-yl)-2-(2-(3-chloro-5-(trifluoromethyl)phenyl)-5-methylpiperidin-1-yl)-2-oxoacetamide